[9,10-3H]palmitic acid C(CCCCCCCC(C(CCCCCC)[3H])[3H])(=O)O